CN(CCOC1=CC=C(C=C1)C=1OC2=C(C=C(C=C2C(C1C)=O)C)[C@@H](C)NC1=C(C(=O)OC(C)(C)C)C=CC=C1)C tert-butyl 2-[[(1R)-1-[2-[4-[2-(dimethylamino)ethoxy]phenyl]-3,6-dimethyl-4-oxo-chromen-8-yl]ethyl]amino]benzoate